6-chloro-3-fluoro-8-((1S,2S)-2-(1-(2,2,2-trifluoroethyl)-1H-indazol-6-yl)cyclopropyl)imidazo[1,2-b]pyridazine ClC=1C=C(C=2N(N1)C(=CN2)F)[C@@H]2[C@H](C2)C2=CC=C1C=NN(C1=C2)CC(F)(F)F